1-butyl-2,3-dimethyl-imidazolium tosylate S(=O)(=O)([O-])C1=CC=C(C)C=C1.C(CCC)N1C(=[N+](C=C1)C)C